CC1=NN(C=C1[N+](=O)[O-])C1CCOCC1 Methyl-4-nitro-1-(oxan-4-yl)pyrazole